N(=[N+]=[N-])C12CCC(CC1)(CC2)N=[N+]=[N-] diazidobicyclo[2.2.2]octane